(Z)-1,4,7,10-tetraoxacyclododecan-8-ene lithium salt [Li].O1CCOCCO\C=C/OCC1